C(C)(C)(C)OC(=O)N1C[C@H]([C@@H](C1)C1=CC(=CC=C1)F)C(NC=1C=C(C=CC1)C1=CC=CC=C1)=O |r| (±)-trans-4-(3-fluorophenyl)-3-[(biphenyl-3-yl)carbamoyl]pyrrolidine-1-carboxylic acid tert-butyl ester